C(C#C)[N+](C)(C)C[B-](F)(F)F N-propargyl-N,N-dimethyl-ammoniomethyl-trifluoroborate